2-ethyl-2-nitro-1,3-propanediol C(C)C(CO)(CO)[N+](=O)[O-]